N-(4-(4-amino-7-(1-methyl-1H-pyrazol-3-yl)pyrrolo[2,1-f][1,2,4]triazin-5-yl)-2-methoxyphenyl)-N,5-dimethylthiazol-2-amine NC1=NC=NN2C1=C(C=C2C2=NN(C=C2)C)C2=CC(=C(C=C2)N(C=2SC(=CN2)C)C)OC